ClC1=CC(=NC=C1)[C@@H]1[C@H](C1)C(=O)NC1=NC=NC(=C1)NCC=1N=C2N(C=C(C=C2)C2CC2)C1 (1S,2S)-2-(4-chloropyridin-2-yl)-N-(6-(((6-cyclopropylimidazo[1,2-a]pyridin-2-yl)methyl)amino)pyrimidin-4-yl)cyclopropane-1-carboxamide